(S)-2-(1-amino-1,3-dihydrospiro[indene-2,4'-piperidine]-1'-yl)-5-(3-(2-aminopyrimidin-5-yl)prop-1-yn-1-yl)-3-methylpyrimidin-4(3H)-one N[C@@H]1C2=CC=CC=C2CC12CCN(CC2)C2=NC=C(C(N2C)=O)C#CCC=2C=NC(=NC2)N